NC=1C(=C(C2=C(CCO2)C1)C=1CCC(N(CC1)C(=O)OC(C)(C)C)C)F tert-butyl 5-(5-amino-6-fluoro-2,3-dihydrobenzofuran-7-yl)-2-methyl-2,3,4,7-tetrahydroazepine-1-carboxylate